N1(CCC1)C(=O)C=1C=NC=CC1 azetidin-1-yl(pyridin-3-yl)methanone